tert-Butyl 5-((3-carbamoyl-6-(2,6-difluorophenyl)pyridazin-4-yl)amino)isoindoline-2-carboxylate C(N)(=O)C=1N=NC(=CC1NC=1C=C2CN(CC2=CC1)C(=O)OC(C)(C)C)C1=C(C=CC=C1F)F